FC(C=1C=C(C=CC1F)C1=CN=CC(=N1)CN1CCC2(CC2)OC1=O)F 6-[[6-[3-(Difluoromethyl)-4-fluoro-phenyl]pyrazin-2-yl]methyl]-8-oxa-6-azaspiro[2.5]octan-7-one